FC1=C2C(=NC=3N(C2=CC=C1F)C(=NN3)C)N3CCCCC1=C3C=CC=C1C#CC(C#N)(C)C 4-[1-(6,7-Difluoro-1-methyl-[1,2,4]triazolo[4,3-a]quinazolin-5-yl)-2,3,4,5-tetrahydro-1-benzazepin-6-yl]-2,2-dimethyl-but-3-ynenitrile